C(C(=C)C)(=O)OC12CCCCCC(CCCC1)CC2 bicyclo[5.4.2]tridecanyl methacrylate